7-(difluoromethoxy)-2-oxo-1,2-dihydroquinoline-3-carboxylate FC(OC1=CC=C2C=C(C(NC2=C1)=O)C(=O)[O-])F